4-(2-cyano-5-isobutylphenyl)piperazine-1-carboxylic acid tert-butyl ester C(C)(C)(C)OC(=O)N1CCN(CC1)C1=C(C=CC(=C1)CC(C)C)C#N